COC12C(NCC1)CN(C2)C2=NC=1CCC(CC1C=C2)NC(=O)C2=C(C=1C(=NC(=CN1)C)S2)N N-(2-{3a-methoxy-octahydropyrrolo[3,4-b]pyrrol-5-yl}-5,6,7,8-tetrahydroquinolin-6-yl)-7-amino-3-methylthieno[2,3-b]pyrazine-6-carboxamide